(1S,3S,5S)-2-((4-(benzyloxy)benzoyl)glycyl)-N-((4-carbamimidoylthiophen-2-yl)methyl)-5-methyl-2-azabicyclo[3.1.0]hexane-3-carboxamide C(C1=CC=CC=C1)OC1=CC=C(C(=O)NCC(=O)N2[C@H]3C[C@]3(C[C@H]2C(=O)NCC=2SC=C(C2)C(N)=N)C)C=C1